ClCC(=O)NC1=CC(=NC=C1Cl)N(C)CC 2-chloro-N-(5-chloro-2-(ethyl(methyl)amino)pyridin-4-yl)acetamide